Cl.O=C1NC2=CC=CC=C2[C@]12CN[C@@H](C2)C(=O)N (3R,5'S)-2-oxospiro[indoline-3,3'-pyrrolidine]-5'-carboxamide hydrochloride